4-[(2-cyano-6-fluoro-pyrimidin-4-yl)oxy]-2-(cyano-methyl)piperidine-1-carboxylic acid tert-butyl ester C(C)(C)(C)OC(=O)N1C(CC(CC1)OC1=NC(=NC(=C1)F)C#N)CC#N